N-(4,5-BISMETHANESULFONYL-2-METHYLBENZOYL)-GUANIDIN-HYDROCHLORID Cl.CS(=O)(=O)C1=CC(=C(C(=O)NC(=N)N)C=C1S(=O)(=O)C)C